C(C)(C)C1=NOC(=N1)N1CCC(CC1)C(C)OC=1SC2=NC(=CC=C2N1)Br 2-(1-(1-(3-isopropyl-1,2,4-oxadiazol-5-yl)piperidin-4-yl)ethoxy)-5-bromothiazolo[5,4-b]pyridine